C(CCC)N(C(NC1=CC=C(C=C1)OCC#C)=O)CC1=CC=C(C(=O)OC)C=C1 methyl 4-{[butyl({[4-(prop-2-yn-1-yloxy)phenyl]carbamoyl}) amino]methyl}benzoate